ClC1=C(C=C(C=C1)F)[C@@H]1NC(C2=C3C(=CC(=C12)NC(C1=CC(=CC(=C1)C(F)(F)F)F)=O)OC(C(N3)=O)(F)F)=O (R)-N-(7-(2-chloro-5-fluorophenyl)-3,3-difluoro-2,9-dioxo-1,2,3,7,8,9-hexahydro-[1,4]oxazino[3,2-e]isoindol-6-yl)-3-fluoro-5-(trifluoromethyl)benzamide